(1-(3-((1-(2-(4,4-dimethylpentyl)-5-methoxyphenyl)piperidin-4-yl)methoxy)phenyl)propan-2-yl)phosphonic acid CC(CCCC1=C(C=C(C=C1)OC)N1CCC(CC1)COC=1C=C(C=CC1)CC(C)P(O)(O)=O)(C)C